N[C@@H](CCC(N)=O)C(=O)O [+]-glutamine